FC1=CC=C(C=C1)/C=C/C(=O)N1CCN(CC1)C(C1=CC(=NC=C1)C(C)(C)O)=O (E)-3-(4-fluorophenyl)-1-(4-(2-(2-hydroxypropan-2-yl)isonicotinoyl)piperazin-1-yl)prop-2-en-1-one